ClC1=C(OCC(=O)O)C=CC(=C1)Cl 2,4-di-chlorophenoxyacetic acid